FC(CN1N=C(C(=C1)[N+](=O)[O-])C)F 1-(2,2-difluoroethyl)-3-methyl-4-nitro-1H-pyrazole